(2S,3S)-1-CYCLOPROPYL-N,N-BIS(4-METHOXYBENZYL)-3-METHYL-5-HEXENE-2-SULFONAMIDE C1(CC1)C[C@@H]([C@H](CC=C)C)S(=O)(=O)N(CC1=CC=C(C=C1)OC)CC1=CC=C(C=C1)OC